COC=1C=C(CCN)C=C(C1OCCC1=CC=CC=C1)OC 3,5-dimethoxy-4-phenethyloxyphenethylamine